methyl 5-[[3-cyclopropyl-5-(isobutylsulfamoyl)-7,8-dihydro-6H-cyclopenta[g]isoquinolin-7-yl]amino]pyridine-2-carboxylate C1(CC1)C=1N=CC2=CC3=C(C(=C2C1)S(NCC(C)C)(=O)=O)CC(C3)NC=3C=CC(=NC3)C(=O)OC